2-(difluoromethyl)-N-(3,3-difluoropiperidin-4-yl)-5-((2-(trifluoromethyl)pyridin-3-yl)methoxy)benzo-furan-3-carboxamide FC(C=1OC2=C(C1C(=O)NC1C(CNCC1)(F)F)C=C(C=C2)OCC=2C(=NC=CC2)C(F)(F)F)F